tert-butyl (3R)-3-[4-(4,4,5,5-tetramethyl-1,3,2-dioxaborolan-2-yl)pyrazol-1-yl]pyrrolidine-1-carboxylate CC1(OB(OC1(C)C)C=1C=NN(C1)[C@H]1CN(CC1)C(=O)OC(C)(C)C)C